1,3-dihydro-1,3-dioxo-2H-isoindole-2-carbaldehyde O=C1N(C(C2=CC=CC=C12)=O)C=O